6-(2-(2,2,2-trifluoroethoxy)pyrimidin-5-yl)pyridazin-3(2H)-one FC(COC1=NC=C(C=N1)C=1C=CC(NN1)=O)(F)F